anthraquinone-2,6-disulfonate C1=C(C=CC=2C(C3=CC(=CC=C3C(C12)=O)S(=O)(=O)[O-])=O)S(=O)(=O)[O-]